3-(4'-fluoro-[1,1'-biphenyl]-3-yl)propanoic acid FC1=CC=C(C=C1)C1=CC(=CC=C1)CCC(=O)O